C(C)(C)N1N=CC(=C1C1=NN2C(N(CCC2)CC2=CC=C(C=C2)N2N=C(C=C2C)C(F)(F)F)=C1)C 2-(1-isopropyl-4-methyl-1H-pyrazol-5-yl)-4-(4-(5-methyl-3-(trifluoromethyl)-1H-pyrazol-1-yl)benzyl)-4,5,6,7-tetrahydropyrazolo[1,5-a]pyrimidine